OCCNCCOC1=C(C=CC=C1)C1=NC=NC(=C1)C 4-(2-(2-(2-hydroxylethylamino)ethoxy)phenyl)-6-methylpyrimidin